rac-(1S*,2S*)-2-(4-chloropyrimidin-2-yl)-N-(6-((2R,4S)-2-(6-cyclopropylimidazo[1,2-a]pyridin-2-yl)-4-hydroxypyrrolidin-1-yl)pyrimidin-4-yl)cyclopropane-1-carboxamide ClC1=NC(=NC=C1)[C@@H]1[C@H](C1)C(=O)NC1=NC=NC(=C1)N1[C@H](C[C@@H](C1)O)C=1N=C2N(C=C(C=C2)C2CC2)C1 |&1:7,8|